triethoxyarsenic C(C)O[As](OCC)OCC